bis-(4-hydroxyphenyl)ether OC1=CC=C(C=C1)OC1=CC=C(C=C1)O